S1C=NC2=C1C(=CC=C2)[C@@H](C=2N=NN(C2)C2(CC2)CO)NC=2C=C1C(=C(C=NC1=C(C2)C#N)C#N)NCC(C)(C)C (S)-6-((benzo[d]thiazol-7-yl(1-(1-(hydroxymethyl)cyclopropyl)-1H-1,2,3-triazol-4-yl)methyl)amino)-4-(neopentylamino)quinoline-3,8-dicarbonitrile